3-((3-(2-Methylpyrazolo[1,5-a]pyrimidin-7-yl)piperidin-1-yl)methyl)phenol CC1=NN2C(N=CC=C2C2CN(CCC2)CC=2C=C(C=CC2)O)=C1